ClC(C)OC(=O)N1C(=C(C2=CC(=CC=C12)C1CCN(CC1)C(=O)OC(C)(C)C)C(C)C)C=1C(=C(C=2N(C1)N=CN2)C)C 5-(1-(tert-Butoxycarbonyl)piperidin-4-yl)-2-(7,8-dimethyl-[1,2,4]triazolo[1,5-a]pyridin-6-yl)-3-isopropyl-1H-indole-1-carboxylic acid 1-chloroethyl ester